SCCCCCS 1,3-bis(mercaptomethyl)propane